2-(3,4-Dimethoxyphenyl)-3-isopropyl-5-(1-((1-methyl-1H-imidazol-5-yl)methyl)piperidin-4-yl)-1H-indole COC=1C=C(C=CC1OC)C=1NC2=CC=C(C=C2C1C(C)C)C1CCN(CC1)CC1=CN=CN1C